[Cl-].[Zn+2].[Cl-] zinc (II) chloride